CCCCCCCC[C@H](CCCCCCCCC(=O)O)O The molecule is a hydroxy fatty acid that is octadecanoic acid (stearic acid) in which the pro-R hydrogen has been replaced by a hydroxy group. It is a conjugate acid of a (R)-10-hydroxyoctadecanoate.